ethyl 2-(4-bromo-5-fluoro-2-oxopyridin-1(2H)-yl)-4-methylpentanoate BrC1=CC(N(C=C1F)C(C(=O)OCC)CC(C)C)=O